N-cyclopropyl-4-{[3-(8-{[(3S,4R)-3-fluoro-1-methylpiperidin-4-yl]amino}-3-[(trifluoromethyl)sulfanyl]imidazo[1,2-a]pyridin-2-yl)prop-2-yn-1-yl]amino}-3-methoxybenzamide C1(CC1)NC(C1=CC(=C(C=C1)NCC#CC=1N=C2N(C=CC=C2N[C@H]2[C@H](CN(CC2)C)F)C1SC(F)(F)F)OC)=O